(2S)-2-(4,4-difluoro-3-(5-(hydroxymethyl)-6-oxo-1,6-dihydropyridin-3-yl)piperidin-1-yl)-N-((R)-5-(3,5-difluorophenyl)-6,7-dihydro-5H-pyrrolo[1,2-a]imidazol-2-yl)propanamide FC1(C(CN(CC1)[C@H](C(=O)NC=1N=C2N(C1)[C@H](CC2)C2=CC(=CC(=C2)F)F)C)C2=CNC(C(=C2)CO)=O)F